(2S)-2-Methyl-2-[(E)-4-methylpent-2-enyl]-7-propylchromen-5-ol C[C@]1(OC=2C=C(C=C(C2C=C1)O)CCC)C\C=C\C(C)C